BrC1=CC=CC(=N1)C(=O)NC1CCN(CC1)CC(COC)O 6-bromo-N-[1-(2-hydroxy-3-methoxy-propyl)-4-piperidyl]pyridine-2-carboxamide